2-[(2S,5R)-2,5-Dimethylpyrrolidin-1-yl]-6-(4-isopropylphenyl)-N-[(2-oxo-1H-pyridin-3-yl)sulfonyl]pyridin-3-carboxamid C[C@@H]1N([C@@H](CC1)C)C1=NC(=CC=C1C(=O)NS(=O)(=O)C=1C(NC=CC1)=O)C1=CC=C(C=C1)C(C)C